(S)-1-(2-amino-1-(3-chlorophenyl)ethyl)-4-(5-morpholino-1H-pyrrolo[2,3-b]pyridin-3-yl)pyridin-2(1H)-one NC[C@H](C1=CC(=CC=C1)Cl)N1C(C=C(C=C1)C1=CNC2=NC=C(C=C21)N2CCOCC2)=O